1-(1-methylpiperidin-4-yl)-4-(3,4,5,6-tetrahydropyridin-2-yl)-1H-indole CN1CCC(CC1)N1C=CC2=C(C=CC=C12)C1=NCCCC1